Cl.NC([C@H](CC1C(NC(C1)([2H])[2H])=O)NC(=O)[C@@H]1[C@H]2C([C@H]2CN1C([C@H](C(C)(C)C)N)=O)(C)C)=O (1R,2S,5S)-N-((2S)-1-amino-1-oxo-3-(2-oxopyrrolidin-3-yl-5,5-d2)propan-2-yl)-3-((S)-2-amino-3,3-dimethylbutyryl)-6,6-dimethyl-3-azabicyclo[3.1.0]hexane-2-carboxamide hydrochloride